acrylamido taurate NCCS(=O)(=O)ONC(C=C)=O